FC=1C(=CC(=NC1)OC)C1=CC(=NN1)C(=O)N1C2(CC2)C[C@H](CC1)C(=O)NCC1=NC=CC=C1C (S)-4-(5-(5-fluoro-2-methoxypyridin-4-yl)-1H-pyrazole-3-carbonyl)-N-((3-methylpyridin-2-yl)methyl)-4-azaspiro[2.5]octane-7-carboxamide